1-((6-nitropyridin-2-yl)methoxy)propan-2-one 6-(3,6-dimethoxy-9H-carbazol-9-ylcarbonyloxy)-2-pyridinyl-3,6-dimethoxy-9H-carbazole-9-carboxylate COC=1C=CC=2N(C3=CC=C(C=C3C2C1)OC)C(=O)OC1(CC=2C=3C=C(C(=CC3N(C2C=C1)C(=O)O)C1=NC=CC=C1)OC)OC.[N+](=O)([O-])C1=CC=CC(=N1)COCC(C)=O